[N+](=O)([O-])C=1C=C(C=CC1)C(F)(F)F m-nitrobenzotrifluoride